C=1([O-])C([O-])=CC=CC1.[Cu+2] copper catecholate